ONC(=N)C=1C=C(C=CC1)C[C@@H](C(=O)N1C[C@@H](CCC1)NC(OCC1=CC=CC=C1)=O)NS(=O)(=O)C1=CC2=CC=CC=C2C=C1 benzyl ((R)-1-((S)-3-(3-(N-hydroxycarbamimidoyl)phenyl)-2-(naphthalene-2-sulfonamido)propanoyl)piperidin-3-yl)carbamate